hexadecyl-benzyl-dimethylamine C(CCCCCCCCCCCCCCC)CN(C)CC1=CC=CC=C1